(E)-3-(3-chloro-1H-pyrazolo[3,4-b]pyridin-6-yl)-N-(5-chloro-2-cyclopropylpyridin-3-yl)acrylamide ClC1=NNC2=NC(=CC=C21)/C=C/C(=O)NC=2C(=NC=C(C2)Cl)C2CC2